methyl 4-hydroxy-3-methoxybenzoate OC1=C(C=C(C(=O)OC)C=C1)OC